COC1=CC=C(C=C1)CN1C(N(CCC1=O)C1=CN=CC2=C(C=CC=C12)N1CCN(CCC1)C(=O)OC(C)(C)C)=O tert-butyl 4-[4-[3-[(4-methoxyphenyl)methyl]-2,4-dioxo-hexahydropyrimidin-1-yl]-8-isoquinolyl]-1,4-diazepane-1-carboxylate